FC(C1=CC=C(COC2=C(C=O)C=C(C=C2)[N+](=O)[O-])C=C1)(F)F ((4-(trifluoromethyl)benzyl)oxy)-5-nitrobenzaldehyde